C1(=CC=CC=C1)S(=O)(=O)N.[Na] sodium benzenesulfonamide